7Z-8-tetradecenal C(CCCCCCC=CCCCCC)=O